C1=CC2=CC=CC3=CC4=C(C1=C23)C=CC=C4 benzoacenaphthylene